Bromoacetyl-galactose BrCC(=O)C(=O)[C@H](O)[C@@H](O)[C@@H](O)[C@H](O)CO